1-(5-bromopyridin-2-yl)ethanamine BrC=1C=CC(=NC1)C(C)N